2-hydroxypyridine-4-At OC1=NC=CC(=C1)C(=O)[O-]